(3R)-3-(4-Chlorophenyl)-2-[(5-chloropyridin-2-yl)methyl]-4-fluoro-6-[1-hydroxy-1-(pyrimidin-2-yl)ethyl]-3-[(1-hydroxycyclopropyl)methoxy]-2,3-dihydro-1H-isoindol-1-on ClC1=CC=C(C=C1)[C@@]1(N(C(C2=CC(=CC(=C12)F)C(C)(C1=NC=CC=N1)O)=O)CC1=NC=C(C=C1)Cl)OCC1(CC1)O